1-(tert-butyl) 3-methyl 6-fluoro-3-methylindoline-1,3-dicarboxylate FC1=CC=C2C(CN(C2=C1)C(=O)OC(C)(C)C)(C(=O)OC)C